C1(CC1)N1[C@@H](CN(CC1)C=1C=CC=2N(C(C=C(N2)C2=NN3C(C(=NC(=C3)C)CC)=C2)=O)C1)C 7-[(3R)-4-cyclopropyl-3-methylpiperazin-1-yl]-2-(4-ethyl-6-methylpyrazolo[1,5-a]pyrazin-2-yl)-4H-pyrido[1,2-a]pyrimidin-4-one